C(C)SC=1C=C(C=NC1NN)C1=CC=C(C=C1)C1(CC1)C#N 1-{4-[5-(ethylsulfanyl)-6-hydrazinylpyridin-3-yl]phenyl}cyclopropane-1-carbonitrile